C(C1=C(C=CC(=C1)C)O)C1=C(C=CC(=C1)C)O 2,2'-methylenebis(4-methylphenol)